FC1=C(C(=CC=C1C(=O)C1=CNC2=NC=C(C=C21)C2=C(C=C(C=C2)F)C)F)NS(=O)(=O)CCC N-(2,6-difluoro-3-(5-(4-fluoro-2-methylphenyl)-1H-pyrrolo[2,3-b]pyridine-3-carbonyl)phenyl)-propane-1-sulfonamide